BrC1=NN2C(N=CC=C2C2CN(CCC2)CC2=CC=C(C=C2)Cl)=C1 bromo-7-(1-(4-chlorobenzyl)piperidin-3-yl)pyrazolo[1,5-a]pyrimidine